Tert-butyl 4-[3-(2-diethoxyphosphorylethyl)-2-oxo-1H-benzimidazol-5-yl]piperidine-1-carboxylate C(C)OP(=O)(OCC)CCN1C(NC2=C1C=C(C=C2)C2CCN(CC2)C(=O)OC(C)(C)C)=O